2-((2-methoxy-4-nitrophenoxy)methyl)thiophene COC1=C(OCC=2SC=CC2)C=CC(=C1)[N+](=O)[O-]